O=C1N(CCC1)C(=O)[O-].[NH+]1=C2N(CCC1)CCC2 2,3,4,6,7,8-hexahydropyrrolo[1,2-a]pyrimidin-1-ium 2-oxopyrrolidine-1-carboxylate